FC(N1C(NC2=C1C=CC=C2)=O)F 1-(difluoromethyl)-1H-benzo[d]imidazol-2(3H)-one